cyclohepta[1',2':3,4]pyrazolo[1,5-a]pyrazine C1=C2N(CC=N1)N=C1C2=CC=CC=C1